ClC=1C=C2C=NC(=NC2=CC1C1CCN(CC1)C1CS(C1)(=O)=O)NC=1C=NN(C1Cl)C1CC1 3-(4-(6-chloro-2-((5-chloro-1-cyclopropyl-1H-pyrazol-4-yl)amino)quinazolin-7-yl)piperidin-1-yl)thietane 1,1-dioxide